(2r,5s)-5-[2-(4-chloro-3-fluorophenoxy)acetamido]-2-{[3-(trifluoromethyl)phenyl]carbamoyl}piperidine-1-carboxylic acid tert-butyl ester C(C)(C)(C)OC(=O)N1[C@H](CC[C@@H](C1)NC(COC1=CC(=C(C=C1)Cl)F)=O)C(NC1=CC(=CC=C1)C(F)(F)F)=O